C(C)N(C(=N)N(C)CC)CC 1,1,3-triethyl-3-methylguanidine